FC(OC1=CC(=NN1)NC1=CC=C2C(=N1)N(C(=N2)CO)CC2CCOCC2)F (5-((5-(difluoromethoxy)-1H-pyrazol-3-yl)amino)-3-((tetrahydro-2H-pyran-4-yl)methyl)-3H-imidazo[4,5-b]pyridin-2-yl)methanol